FC(C=1C=C(C=CC1)C1=CC=CC=C1)(F)F 3-(trifluoromethyl)[1,1'-biphenyl]